3-(6-methyl-1-tetrahydropyran-2-yl-indazol-7-yl)cyclohexanone CC1=CC=C2C=NN(C2=C1C1CC(CCC1)=O)C1OCCCC1